ClC1=CC(=NC=N1)NC1COCC1 6-chloro-N-(tetrahydrofuran-3-yl)pyrimidin-4-amine